N-({(1r,4r)-4-[6-(9,9-difluoro-1-oxo-2,7-diazaspiro[4.5]decan-2-yl)-2H-indazol-2-yl]cyclohexyl}methyl)-2,3,5-trifluoro-4-hydroxybenzamide FC1(CNCC2(CCN(C2=O)C=2C=CC3=CN(N=C3C2)C2CCC(CC2)CNC(C2=C(C(=C(C(=C2)F)O)F)F)=O)C1)F